tert-Butyl 3-(4-(1,1-difluoro-2-hydroxy-2-methylpropoxy)-7-(4-methylthiazol-2-yl)benzo[d]oxazol-2-yl)-3,8-diazabicyclo[3.2.1]octane-8-carboxylate FC(C(C)(C)O)(OC1=CC=C(C2=C1N=C(O2)N2CC1CCC(C2)N1C(=O)OC(C)(C)C)C=1SC=C(N1)C)F